FC1=CC(=C(OC2=C(C(=O)NC3=CC(=CC=C3)S(N)(=O)=O)C(=CC(=C2)C(F)(F)F)C(F)(F)F)C=C1)OC 2-(4-fluoro-2-methoxyphenoxy)-N-(3-sulfamylphenyl)-4,6-bis(trifluoromethyl)benzamide